C(CC(C)C)OC(=O)N1CC=CC1 3-pyrroline-1-carboxylic acid isoamyl ester